C(CCC)C1C2C=CC(C1)(C2=O)C(=O)NCC 5-butylethylaminocarbonyl-7-oxo-bicyclo[2.2.1]Hept-2-ene